C(CCC(=O)O)(=O)O.N1C=NC(=C1)CCNC(CC(=O)NCCC=1N=CNC1)=O N,N'-bis[2-(1H-imidazol-4-yl)ethyl]propanediamide succinate